2,2-Bis-(5-tert-butyl-4-hydroxy-2-methyl-phenyl)-4-n-dodecylmercaptobutan C(C)(C)(C)C=1C(=CC(=C(C1)C(C)(CCSCCCCCCCCCCCC)C1=C(C=C(C(=C1)C(C)(C)C)O)C)C)O